N-(2-chlorophenyl)-4-((2-((4-(4-((6-(2,6-dioxopiperidin-3-yl)pyridin-3-yl)ethynyl)-[1,4'-bipiperidine]-1'-carbonyl)phenyl)amino)-5-fluoropyrimidin-4-yl)amino)benzamide ClC1=C(C=CC=C1)NC(C1=CC=C(C=C1)NC1=NC(=NC=C1F)NC1=CC=C(C=C1)C(=O)N1CCC(CC1)N1CCC(CC1)C#CC=1C=NC(=CC1)C1C(NC(CC1)=O)=O)=O